FC=1C=C(C=NC1)C=1N=C(C2=C(N1)CN(CC2)C(=O)OC(C)(C)C)OCCC2=CNC1=CC(=CC=C21)OC tert-butyl 2-(5-fluoropyridin-3-yl)-4-[2-(6-methoxy-1H-indol-3-yl)ethoxy]-5H,6H,7H,8H-pyrido[3,4-d]pyrimidine-7-carboxylate